5-methoxy-1-methyl-4,7-dioxo-4,7-dihydro-1H-indole-3-carboxylic acid COC=1C(C=2C(=CN(C2C(C1)=O)C)C(=O)O)=O